C(C)OC1=NC=CC=C1C=1C(=C(C(=O)NCCNC)C(=CC1)N1[C@@H](CN(CC1)C(=O)C=1C(=NC(=CC1)C(F)(F)F)OC)CC)F 3-(2-ethoxypyridin-3-yl)-6-[(2R)-2-ethyl-4-[2-methoxy-6-(trifluoromethyl)pyridine-3-carbonyl]piperazin-1-yl]-2-fluoro-N-[2-(methylamino)ethyl]benzamide